C(CCC\C=C/CCCC)(=O)O (Z)-5-decenoic acid